2-[2-[2-Chloro-3-[2-[1,3-dihydro-3,3-dimethyl-1-(4-sulfobutyl)-2H-indol-2-ylidene]-ethylidene]-1-cyclopenten-1-yl]-ethenyl]-3,3-dimethyl-1-(4-sulfobutyl)-3H-indolium hydroxide [OH-].ClC1=C(CCC1=CC=C1N(C2=CC=CC=C2C1(C)C)CCCCS(=O)(=O)O)C=CC1=[N+](C2=CC=CC=C2C1(C)C)CCCCS(=O)(=O)O